C(=O)O.C(C)OC=1C(=CC=2C(=NN(N2)C)C1)NC(=O)N1CCC=2C1=NC=CC2N2C[C@@H](NCC2)C (S)-N-(6-ethoxy-2-methyl-2H-benzo[d][1,2,3]triazol-5-yl)-4-(3-methylpiperazin-1-yl)-2,3-dihydro-1H-pyrrolo[2,3-b]pyridine-1-carboxamide formate